ClC1=CC(=NC=C1[Si](C)(C)C)C(=O)OC methyl 4-chloro-5-trimethylsilyl-pyridine-2-carboxylate